5-bromo-6-fluoro-1-(((2-(trimethylsilyl)ethoxy)methyl)-1H-indazol-3-yl)-2,5-dimethyl-1,2,3,4-tetrahydroisoquinoline BrC1(C2CCN(C(C2=CC=C1F)C1=NN(C2=CC=CC=C12)COCC[Si](C)(C)C)C)C